[5-(1-Cyclopropylethyl)-1H-pyrazol-3-yl][(1R,5S,6r)-6-(5,5-dimethyl-4,5-dihydro-1,2-oxazol-3-yl)-3-azabicyclo[3.1.0]hex-3-yl]methanon C1(CC1)C(C)C1=CC(=NN1)C(=O)N1C[C@H]2C([C@H]2C1)C1=NOC(C1)(C)C